1-methyl-3-oxo-2-((2-oxo-3-((2-(trimethylsilyl)ethoxy)methyl)-2,3-dihydrobenzo[d]oxazol-6-yl)methyl)isoindoline-5-carboxylic acid CC1N(C(C2=CC(=CC=C12)C(=O)O)=O)CC1=CC2=C(N(C(O2)=O)COCC[Si](C)(C)C)C=C1